C(CC)OCCN=C=O propoxyethyl isocyanate